2-(2-chlorophenyl)-N-(4-{1-[(3-methyloxetan-3-yl)methyl]-1H-pyrazol-4-yl}-3-sulfamoylphenyl)acetamide ClC1=C(C=CC=C1)CC(=O)NC1=CC(=C(C=C1)C=1C=NN(C1)CC1(COC1)C)S(N)(=O)=O